C(#N)C1=CC=C(C(=O)N2C3=C(SCC2)C(=CN=C3)C3=CC=C(C#N)C=C3)C=C1 4-(4-(4-Cyanobenzoyl)-3,4-dihydro-2H-pyrido[4,3-b][1,4]thiazin-8-yl)benzonitrile